CO[SiH2]C=1NC=CC1 methoxy-2-pyrrolyl-silane